N-[4-[2-(2-aminoethoxy)ethylcarbamoyl]-3-ethyl-phenyl]-5-[4-(difluoromethoxy)-2,3-difluorophenyl]-1-methyl-imidazole-2-carboxamide NCCOCCNC(=O)C1=C(C=C(C=C1)NC(=O)C=1N(C(=CN1)C1=C(C(=C(C=C1)OC(F)F)F)F)C)CC